[4-(methylamino)piperidin-1-yl]methylketone CNC1CCN(CC1)CC(=O)CN1CCC(CC1)NC